NC1=C(C(=NC(=N1)N1C[C@@H]2CCCCC[C@H](C1)C2N)C(=O)N)C2=C(C(=CC=C2)Cl)Cl 6-amino-5-(2,3-dichlorophenyl)-2-[(1R,7S,11r)-11-amino-9-azabicyclo[5.3.1]undecan-9-yl]pyrimidine-4-carboxamide